2-(4-aminotetrahydro-2H-thiopyran-4-yl)-2-hydroxyacetamide NC1(CCSCC1)C(C(=O)N)O